1-(4-bromo-3-(trifluoromethyl)phenyl)-2,2,2-trifluoroethanol BrC1=C(C=C(C=C1)C(C(F)(F)F)O)C(F)(F)F